N-furoyl-6-(4-fluorobenzenesulfonamido)-1,2,3,4-tetrahydroquinoline O1C(=CC=C1)C(=O)N1CCCC2=CC(=CC=C12)NS(=O)(=O)C1=CC=C(C=C1)F